2-{4-[(azetidin-1-yl)methyl]anilino}-6-chloro-3-phenylquinazolin-4(3H)-one N1(CCC1)CC1=CC=C(NC2=NC3=CC=C(C=C3C(N2C2=CC=CC=C2)=O)Cl)C=C1